P(=O)(O)(O)O[C@H]1[C@H]([C@@](O[C@@H]1CO)(N1C=NC=2C(=O)NC(N)=NC12)C)O methylguanosine-3'-phosphate